Cl.NC=1C=NN(C1)C=1C=2N(C=C(C1)OCC(C)(C)O)N=CC2C#N 4-(4-amino-1H-pyrazol-1-yl)-6-(2-hydroxy-2-methylpropyloxy)pyrazolo[1,5-a]pyridine-3-carbonitrile hydrochloride